2-((S)-2,2-dimethylcyclopropanecarbonyl)-6-(4-(trifluoromethyl)thiazol-2-yl)-2,6-diazaspiro[3.4]octane-8-carboxylate CC1([C@H](C1)C(=O)N1CC2(C1)CN(CC2C(=O)[O-])C=2SC=C(N2)C(F)(F)F)C